FC1=C(OC2=C(C=C(C=C2)N2C(NC(C2=O)C)=O)C=2C3=C(C(N(C2)C)=O)N(C=C3)S(=O)(=O)C3=CC=C(C)C=C3)C=CC(=C1)F 3-(4-(2,4-difluorophenoxy)-3-(6-methyl-7-oxo-1-tosyl-6,7-dihydro-1H-pyrrolo[2,3-c]pyridin-4-yl)phenyl)-5-methylimidazolidine-2,4-dione